4-hydroxy-3-methoxy-α-methylbenzyl alcohol OC1=C(C=C(C(C)O)C=C1)OC